C[C@@]12C(CC(CC1)C2(C)C)=O (+)-(1R)-1,7,7-TRIMETHYL-BICYCLO[2.2.1]HEPTAN-2-ONE